P1(=O)(OC2=C(C=C(C=C2C(C)(C)C)C(C)(C)C)CCC2=C(C(=CC(=C2)C(C)(C)C)C(C)(C)C)O1)[O-].[Na+] sodium 2,2'-ethylenebis(4,6-di-tert-butylphenyl) phosphate